(3R,S)-6-(hydroxymethyl)tetrahydro-2H-pyrane OC[C@@H]1CCCCO1